ClC=1C=C2C(=NC(N3C2=C(C1C1=C(C=C(C(=C1)Cl)F)F)SC[C@H](C3)OC)=O)N3[C@H](CNCC3)C (3s)-10-chloro-11-(5-chloro-2,4-difluorophenyl)-3-methoxy-8-((s)-2-methylpiperazin-1-yl)-3,4-dihydro-2H,6H-[1,4]thiazepino[2,3,4-ij]quinazolin-6-one